ClC1=CC=C(C=C1)C1=C2C=CN=CC2=C2C(=C1)C=CC=C2.[Na] Sodium 5-(4-chlorophenyl)benzo[h]isoquinoline